N1=CC(=C2N1CCC1=C(N2)C=CC=N1)C(=O)N 9,10-dihydro-4H-pyrazolo[1,5-a]pyrido[3,2-d][1,3]diazepine-3-carboxamide